1-(2-fluoro-3-hydroxyphenyl)ethan-1-one FC1=C(C=CC=C1O)C(C)=O